ClC=1C(=C2C=NNC2=C(C1F)N(C)CC)C1=CN=CS1 5-(5-chloro-7-(ethyl-(methyl)amino)-6-fluoro-1H-indazol-4-yl)thiazole